(3aS,4S,6aR)-4-(5-(4-(2-(3,4-dihydroxy-5-methoxyphenyl)-1H-benzo[d]imidazol-5-yl)piperazin-1-yl)-5-oxopentyl)tetrahydro-1H-thieno[3,4-d]imidazol-2(3H)-one OC=1C=C(C=C(C1O)OC)C1=NC2=C(N1)C=CC(=C2)N2CCN(CC2)C(CCCC[C@@H]2SC[C@@H]1NC(N[C@@H]12)=O)=O